C(C)(C)(C)OC(C1=CC(=C(C(=C1)F)C(N[C@H](C(=O)OC)CC1=C2C=CC=NC2=C(C=C1)C1=C(C=C(C=C1)C#N)Cl)=O)F)=O (S)-4-((3-(8-(2-chloro-4-cyanophenyl)quinolin-5-yl)-1-methoxy-1-oxopropan-2-yl)carbamoyl)-3,5-difluorobenzoic acid tert-butyl ester